CCCCCCCCCCCCCCCCCCCCC(=O)O[C@H](COC(=O)CCCCCCCCC/C=C\CCCCCCCCCC)COP(=O)(O)OC[C@@H](C(=O)O)N 1-(11Z-docosenoyl)-2-heneicosanoyl-glycero-3-phosphoserine